FC1=C(C(=CC=C1)F)C1=NCC(NC=2SC=3C(CCC3C12)C(=O)OCC)=S ethyl 13-(2,6-difluorophenyl)-10-thioxo-7-thia-9,12-diazatricyclo[6.5.0.02,6]trideca-1(8),2(6),12-triene-5-carboxylate